O\N=C(/N)\C1CN(CC12CN(C2)C(=O)C2(CC2)C(F)(F)F)C(=O)C=2C=NN(C2)CC2=CC=C(C=C2)C(F)(F)F (Z)-N'-hydroxy-6-(1-(4-(trifluoromethyl)benzyl)-1H-pyrazole-4-carbonyl)-2-(1-(trifluoromethyl)cyclopropane-1-carbonyl)-2,6-diazaspiro[3.4]octane-8-carboximidamide